O1C(=NC=C1)CC=1N=C(C2=C(N1)NC=C2)N [(1,3-oxazol-2-yl)methyl]-7H-pyrrolo[2,3-d]pyrimidin-4-amine